7-(methoxymethyl)-4,8-dimethyl-7,8-dihydro-pteridin-6(5H)-one COCC1C(NC=2C(=NC=NC2N1C)C)=O